C[Si]1(CCC(CC1)NC(=O)C1=CC=2C(=NC(=C(C2F)F)C)N1)C N-(1,1-dimethylsilacyclohexan-4-yl)-4,5-difluoro-6-methyl-1H-pyrrolo[2,3-b]pyridine-2-carboxamide